1-(1-(((7-chloro-8-fluoro-4-(2,2,2-trifluoroethoxy)pyrido[4,3-d]pyrimidin-2-yl)oxy)methyl)cyclopropyl)-N,N-dimethylmethanamine ClC1=C(C=2N=C(N=C(C2C=N1)OCC(F)(F)F)OCC1(CC1)CN(C)C)F